ClC=1C(=C2C(=NC1C)CN(C2)C(=O)C2CC(C2)C=2C=NN(C2)C([2H])([2H])[2H])C (3-Chloro-2,4-dimethyl-5,7-dihydro-6H-pyrrolo[3,4-b]pyridin-6-yl)((1s,3s)-3-(1-(methyl-d3)-1H-pyrazol-4-yl)cyclobutyl)methanone